FC(C(=O)O)(F)F.CC1=C(C(=NO1)C=1C=NC(=CC1)C(F)(F)F)COC=1C=C2CCNCC2=CN1 6-({5-Methyl-3-[6-(trifluoromethyl)pyridin-3-yl]-1,2-oxazol-4-yl}methoxy)-1,2,3,4-tetrahydro-2,7-naphthyridine trifluoroacetate salt